C(C)(C)(C)[Si](C)(C)C(C(=O)OC(C)(C)C)=O tert-butyl (tertbutyldimethylsilyl)glyoxylate